C(C=C)C1(N(C2=CC(=C(C=C2C1=O)OC)OC)C)C(=O)OC Methyl 2-allyl-5,6-dimethoxy-1-methyl-3-oxoindoline-2-carboxylate